N-(5-(5-acetamido-1H-pyrazol-1-yl)-1,3,4-thiadiazol-2-yl)-3-(2-methoxyethoxy)-2-oxo-4-(phenylamino)-2H-pyran-6-carboxamide C(C)(=O)NC1=CC=NN1C1=NN=C(S1)NC(=O)C1=CC(=C(C(O1)=O)OCCOC)NC1=CC=CC=C1